1-(2-(dimethylamino)-4-methylbenzyl)-3-(thiophene-3-ylmethyl)thiourea CN(C1=C(CNC(=S)NCC2=CSC=C2)C=CC(=C1)C)C